ClC1=C(C=CC=C1C1=C(C(=NC=C1)C1=CC(=C(C(=C1)OC)C=O)F)Cl)NC(=O)C=1N(C2=C(CN(CC2)CCCF)N1)C N-(2-Chloro-3-(3-chloro-2-(3-fluoro-4-formyl-5-methoxyphenyl)pyridin-4-yl)phenyl)-5-(3-fluoropropyl)-1-methyl-4,5,6,7-tetrahydro-1H-imidazo[4,5-c]pyridine-2-carboxamide